(3S,4R)-4-((tert-butyldimethylsilyl)oxy)-3-(cyclopentyloxy)-4-(3,5-dimethoxy-4-methylphenyl)butanamide [Si](C)(C)(C(C)(C)C)O[C@@H]([C@H](CC(=O)N)OC1CCCC1)C1=CC(=C(C(=C1)OC)C)OC